N,N-diethyl-pentafluoroethyl-sulfonamide C(C)N(S(=O)(=O)C(C(F)(F)F)(F)F)CC